tri[(trimethylsilyl)ethynyl]benzene C[Si](C)(C)C#CC=1C(=C(C=CC1)C#C[Si](C)(C)C)C#C[Si](C)(C)C